1,2,5-trimethylbenzenesulfonic acid CC1(C(C=CC(=C1)C)C)S(=O)(=O)O